N-[4-(1-{[6-(trifluoromethyl)pyridin-3-yl]carbonyl}piperidin-4-yl)butyl]thieno[2,3-c]pyridine-2-carboxamide FC(C1=CC=C(C=N1)C(=O)N1CCC(CC1)CCCCNC(=O)C1=CC=2C(=CN=CC2)S1)(F)F